FC=1C=C2C(=NNC2=CC1OCCOC)C1=CC(=NO1)C1=CC=C(C=C1)N1N=C(C=CC1=O)C 2-(4-{5-[5-Fluoro-6-(2-methoxyethoxy)-1H-indazol-3-yl]-isoxazol-3-yl}-phenyl)-6-methyl-2H-pyridazin-3-on